(2R,3S)-3-amino-2-(3-boronopropyl)tetrahydrofuran-3-carboxylic acid N[C@@]1([C@H](OCC1)CCCB(O)O)C(=O)O